(2S)-N,N-dimethyl-1-[(9Z,12Z)-octadeca-9,12-dien-1-yloxy]-3-[(5Z)-octadeca-5-en-1-yloxy]propan-2-amine CN([C@@H](COCCCCCCCC\C=C/C\C=C/CCCCC)COCCCC\C=C/CCCCCCCCCCCC)C